CC(CC1=CC=NC=C1)C 2-methyl-1-(pyridin-4-yl)propane